BrC1=CC(=C(CN2C(C=3C=CC=NC3C(=C2)C(=O)O)=O)C(=C1)F)F 6-(4-bromo-2,6-difluorobenzyl)-5-oxo-5,6-dihydro-1,6-naphthyridine-8-carboxylic acid